CC(CC1=NC(=C(C(=C1C(=O)O)C(=O)O)O)C1=CC=CC=C1)(CCC1=CC=C(C=C1)OC)C.COC(=O)C=1C(=NC(=C(C1C(=O)OC)O)CCC1=CC=CC=C1)CCC1=CC=C(C=C1)OC 5-hydroxy-2-(4-methoxyphenylethyl)-6-phenethylpyridine-3,4-dicarboxylic acid Dimethyl ester (Dimethyl 5-hydroxy-2-(4-methoxyphenethyl)-6-phenyl-ethyl-pyridine-3,4-dicarboxylate)